C1(=C(C(=C(C(=C1[2H])[2H])[2H])[2H])C1=CC=CC2=C(C3=CC=CC=C3C=C12)Br)C1=C(C(=C(C(=C1[2H])[2H])[2H])[2H])[2H] ([1,1'-biphenyl]-2-yl-d9)-10-bromoanthracene